(7-methoxy-1H-benzo[d]imidazol-2-yl)methanol COC1=CC=CC2=C1NC(=N2)CO